[C@H]12CNCC2NC1 (S)-3,6-diazabicyclo[3.2.0]heptan